(6-(1-isopropyl-2-oxo-1,2-dihydropyridine-3-carboxamido)-5-methoxypyridin-3-yl)boronic acid C(C)(C)N1C(C(=CC=C1)C(=O)NC1=C(C=C(C=N1)B(O)O)OC)=O